Cl.CN[C@@H]1C[C@H](CCC1)C=1C=2N(C=C(N1)C=1C=NN(C1)C)N=CC2 |r| rac-trans-N-methyl-3-(6-(1-methyl-1H-pyrazol-4-yl)pyrazolo[1,5-a]pyrazin-4-yl)cyclohexan-1-amine hydrochloride